bis(2-ethylhexyl) 2-butynedioate C(C#CC(=O)OCC(CCCC)CC)(=O)OCC(CCCC)CC